tert-Butyl-(3R)-3-[[2-[2-methoxy-6-methyl-4-(trifluoromethyl)phenyl]-1-methyl-imidazo[4,5-b]pyrazin-5-yl]amino]pyrrol C(C)(C)(C)C=1NC=CC1NC=1N=C2C(=NC1)N(C(=N2)C2=C(C=C(C=C2C)C(F)(F)F)OC)C